FC=1C=CC(=NC1)C=1C(=NC=CN1)C(C)N 1-[3-(5-fluoro-2-pyridyl)pyrazin-2-yl]ethanamine